3-(2-Aminoethoxy)-N-(2-(3-((1-((4aR,8aS)-3-oxooctahydro-2H-pyrido[4,3-b][1,4]oxazine-6-carbonyl)piperidin-4-yl)(phenyl)methyl)phenoxy)ethyl)propanamide NCCOCCC(=O)NCCOC1=CC(=CC=C1)C(C1=CC=CC=C1)C1CCN(CC1)C(=O)N1C[C@@H]2[C@@H](OCC(N2)=O)CC1